(R)-3-(4-ethyl-6,6a,7,8,9,10-hexahydro-5H-pyrazino[1,2-a][1,8]naphthyridin-3-yl)propanenitrile C(C)C=1C=2CC[C@H]3N(C2N=CC1CCC#N)CCNC3